n-ethyl-2,6-dimethoxy-4-[5-(1-tetrahydropyran-4-ylpyrazol-4-yl)benzimidazol-1-yl]benzamide tert-Butyl-2-[[(1R)-1-(2-ethylsulfanyl-3,6-dimethyl-4-oxo-chromen-8-yl)ethyl]amino]benzoate C(C)(C)(C)OC(C1=C(C=CC=C1)N[C@H](C)C=1C=C(C=C2C(C(=C(OC12)SCC)C)=O)C)=O.C(C)NC(C1=C(C=C(C=C1OC)N1C=NC2=C1C=CC(=C2)C=2C=NN(C2)C2CCOCC2)OC)=O